di(4-methylbenzylidene)sorbitol CC1=CC=C(C=C([C@H]([C@H]([C@@H]([C@H](C(O)=CC2=CC=C(C=C2)C)O)O)O)O)O)C=C1